bis(4-methoxyphenyl)(cyclopentadienyl)(3,6-di-tert-butylfluorenyl)methane COC1=CC=C(C=C1)C(C1=CC(=CC=2C3=CC(=CC=C3CC12)C(C)(C)C)C(C)(C)C)(C1C=CC=C1)C1=CC=C(C=C1)OC